2-(methylsulfonyl)-8-(trifluoromethyl)-9H-purin-6-amine CS(=O)(=O)C1=NC(=C2N=C(NC2=N1)C(F)(F)F)N